tert-butyl 2-(4-benzyl-2-(2-isopropylphenyl) piperazin-1-yl)-7-azaspiro[3.5]nonane-7-carboxylate C(C1=CC=CC=C1)N1CC(N(CC1)C1CC2(C1)CCN(CC2)C(=O)OC(C)(C)C)C2=C(C=CC=C2)C(C)C